C(C1=CC=CC=C1)C1=C2CNC(C2=C(C=C1)NC1=NC=C(C=C1)N1CCNCC1)=O 4-benzyl-7-((5-(piperazin-1-yl)pyridin-2-yl)amino)isoindolin-1-one